NC=1N=CC(=C2C=C(N=CC12)NC(=O)C1CC1)C=1OC2=C(N1)C=C(C=C2)N2C[C@@H](OCC2)C (S)-N-(8-amino-5-(5-(2-methylmorpholino)benzo[d]oxazol-2-yl)-2,7-naphthyridin-3-yl)cyclopropanecarboxamide